BrCC(C(CCCCCCl)(C)C1=CC(=CC=C1)I)=O 1-bromo-8-chloro-3-(3-iodophenyl)-3-methyloctan-2-one